(R)-3-([1,1'-biphenyl]-4-yl)-2-aminopropanoic acid C1(=CC=C(C=C1)C[C@H](C(=O)O)N)C1=CC=CC=C1